CC1C=CC(C(C1C#N)C#N)C 3,6-dimethyl-4,5-dicyanocyclohexene